C(C=C)(=O)OCCCCCCCCCCC[Si](C)(C)F acryloyloxyundecylfluorodimethylsilane